C(C)(C)(C)N1C=C(C=C1)C(=O)NCC(=O)NC=1SC=C(N1)C1=NC(=CC=C1)N1C[C@H]([C@@H](CC1)C)F 1-tert-butyl-N-[2-[[4-[6-[(3S,4R)-3-fluoro-4-methyl-1-piperidinyl]-2-pyridinyl]thiazol-2-yl]amino]-2-oxo-ethyl]pyrrole-3-carboxamide